2-(6-bromo-4-hydroxy-1-(2-morpholinoethyl)-2-oxo-1,2-dihydro-1,8-naphthyridin-3-yl)acetamide BrC=1C=C2C(=C(C(N(C2=NC1)CCN1CCOCC1)=O)CC(=O)N)O